(E)-N-(1,3-dihydroxyoctadec-4-en-2-yl)tetracosanamide OCC(C(\C=C\CCCCCCCCCCCCC)O)NC(CCCCCCCCCCCCCCCCCCCCCCC)=O